BrC(C(=O)NC=1C(=C(C=C2C(=CNC12)F)Br)F)C 2-Bromo-N-(5-bromo-3,6-difluoro-1H-indol-7-yl)propionamide